3-((4,4-bis(octyloxy)butanoyl)oxy)-2-(((4-(diethylamino)butanoyl)oxy)methyl)propyl (9Z,12Z)-octadeca-9,12-dienoate C(CCCCCCC\C=C/C\C=C/CCCCC)(=O)OCC(COC(CCC(OCCCCCCCC)OCCCCCCCC)=O)COC(CCCN(CC)CC)=O